N-[4-(3-cyanophenyl)-5-(2,6-dimethyl-4-pyridinyl)thiazol-2-yl]-8-methyl-6,9-dioxo-3,4,7,9a-tetrahydro-1H-pyrazino[1,2-a]pyrazine-2-carboxamide C(#N)C=1C=C(C=CC1)C=1N=C(SC1C1=CC(=NC(=C1)C)C)NC(=O)N1CC2N(CC1)C(CN(C2=O)C)=O